OCC1([C@@H](O)[C@H](O)[C@H](O1)CO)OC[C@]1(O)[C@@H](O)[C@@H](O)[C@H](O)CO1 D-fructofuranosyl-(2→1)-β-D-tagatopyranose